N-(cyclopropylmethyl)-6-(2,6-dichloro-3,5-di(methoxy-d3)phenyl)-2-(methylthio)pyrido[3,4-d]pyrimidine-8-amine C1(CC1)CNC1=NC(=CC2=C1N=C(N=C2)SC)C2=C(C(=CC(=C2Cl)OC([2H])([2H])[2H])OC([2H])([2H])[2H])Cl